6-ethoxypyridinecarboxylic acid C(C)OC1=CC=CC(=N1)C(=O)O